FC1=CC2=C(NC(N(CC2)C2=CC=CC=C2)=O)C=C1 7-fluoro-3-phenyl-1,3,4,5-tetrahydro-2H-benzo[d][1,3]diazepin-2-one